[Cs].[Br].[Pb] lead bromine cesium